3-(5-methoxypyridin-2-yl)-N-(5-(1-methylpiperidin-4-yl)pyridin-2-yl)-1,2,4-thiadiazol-5-amine COC=1C=CC(=NC1)C1=NSC(=N1)NC1=NC=C(C=C1)C1CCN(CC1)C